O1-tert-butyl O2-methyl (2S,4S)-4-[(6-bromo-2-pyridyl)oxy]pyrrolidine-1,2-dicarboxylate BrC1=CC=CC(=N1)O[C@H]1C[C@H](N(C1)C(=O)OC(C)(C)C)C(=O)OC